ClC1=CC(=C(COC2=NC3=CC(=CC=C3C=C2C(F)(F)F)B2OC(C(O2)(C)C)(C)C)C=C1)F 2-((4-chloro-2-fluorobenzyl)oxy)-7-(4,4,5,5-tetramethyl-1,3,2-dioxaborolan-2-yl)-3-(trifluoromethyl)quinoline